4-amino-N-((5-cyano-2-pyridinyl)methyl)-N-((1S)-1-(2-pyrimidinyl)ethyl)-1,3-dihydrofuro[3,4-c]quinoline-8-carboxamide NC1=NC=2C=CC(=CC2C2=C1COC2)C(=O)N([C@@H](C)C2=NC=CC=N2)CC2=NC=C(C=C2)C#N